BrC1=C(CNC(C(OCC)OCC)=O)C=CC=C1Cl N-(2-bromo-3-chlorobenzyl)-2,2-diethoxyacetamide